B(C1=CC(=CC=C1)NC(=O)OC(C)(C)C)(O)O 3-(N-Boc-amino)phenylboronic acid